N-[2-(3,5-difluorophenyl)ethyl]-3-[(5-phenylpyrimidin-2-yl)amino]benzamide FC=1C=C(C=C(C1)F)CCNC(C1=CC(=CC=C1)NC1=NC=C(C=N1)C1=CC=CC=C1)=O